(((methoxycarbonyl)oxy)methyl)tetrahydrofuran-3,4-diyl diacetate C(C)(=O)OC1C(OCC1OC(C)=O)COC(=O)OC